The molecule is a trihydroxyflavone that is 5,7,3'-trihydroxyflavone with methoxy substituents at positions 6, 8 and 4' respectively. It has a role as a metabolite. It is a trihydroxyflavone and a trimethoxyflavone. COC1=C(C=C(C=C1)C2=CC(=O)C3=C(C(=C(C(=C3O2)OC)O)OC)O)O